NC1=C(C=CC=C1)C(C)C1=NC(=NC=C1C(F)(F)F)N[C@@H]1CNCCC1 4-[1-(2-aminophenyl)ethyl]-N-[(3S)-piperidin-3-yl]-5-(trifluoromethyl)pyrimidin-2-amine